CN(CCOC1=CC=C(C=C1)CC1C(NC(S1)=O)=O)C1=NC=CC=C1 5-[[4-[2-[methyl(pyridin-2-yl)amino]ethoxy]phenyl]methyl]-1,3-thiazolidine-2,4-dione